[Cl-].CN1CC(C(=O)N)=CC=C1 1-methylnicotinamide chloride